ClC=1C=C(CN(C(OC(C)(C)C)=O)CCC(=N)NN)C=CC1OC(F)(F)F tert-Butyl 3-chloro-4-(trifluoromethoxy)benzyl(3-hydrazinyl-3-iminopropyl)carbamate